(R)-4-(7-chloro-8-(3-(methoxymethyl)-4-methylpiperazin-1-yl)-5-oxo-1,3,4,5-tetrahydro-2H-chromeno[3,4-c]pyridine-3-carbonyl)-2-cyclobutoxy-3-fluoro-N-(pyrrolidin-1-ylsulfonyl)benzamide ClC1=C(C=CC2=C1OC(C=1CN(CCC12)C(=O)C1=C(C(=C(C(=O)NS(=O)(=O)N2CCCC2)C=C1)OC1CCC1)F)=O)N1C[C@@H](N(CC1)C)COC